OC(C(=O)O)COC[C@H](C)NC=1C=NN(C(C1C(F)(F)F)=O)COCC[Si](C)(C)C 2-hydroxy-3-((S)-2-((6-oxo-5-(trifluoromethyl)-1-((2-(trimethylsilyl)ethoxy)methyl)-1,6-dihydropyridazin-4-yl)amino)propoxy)propionic acid